CN(C1=CC(=CC(=C1O)N1N=C2C(=N1)C=CC=C2)C(C)(CC(C)(C)C)C)C2=CC(=CC(=C2O)N2N=C1C(=N2)C=CC=C1)C(C)(CC(C)(C)C)C 6,6'-(methylazanediyl)bis(2-(2H-benzo[d][1,2,3]triazol-2-yl)-4-(2,4,4-trimethylpentan-2-yl)phenol)